C(CCC)C1=CC(OC2=C(C(=CC=C12)O)C(=O)O)=O 4-Butyl-7-hydroxy-2-oxo-2H-chromene-8-carboxylic acid